[NH4+].N1(CCOCC1)C1=CC(=NC=N1)N1N=CC(=C1O)N1N=NC=C1 1-[6-(morpholin-4-yl)pyrimidin-4-yl]-4-(1H-1,2,3-triazol-1-yl)-1H-pyrazol-5-ol ammonium